C(=O)=C(C(=O)O)CCP(=O)(OC)OO 2-carbonyl-4-[hydroxyl-(Methyl)phosphono]butyric acid